3-(ethylsulfonyl)-5-(3-(trifluoromethyl)phenyl)-2-pyridinecarboxylic acid ethyl ester C(C)OC(=O)C1=NC=C(C=C1S(=O)(=O)CC)C1=CC(=CC=C1)C(F)(F)F